C(C)(C)(C)[Si](OCCN1N=C(C(=C1)C1=NC=NC2=CC(=C(C=C12)NC(=O)C12CC(C1)C2)OC)C2=CC=CC=C2)(C)C N-(4-(1-(2-((tert-butyldimethyl-silyl)oxy)ethyl)-3-phenyl-1H-pyrazol-4-yl)-7-methoxyquinazolin-6-yl)bicyclo[1.1.1]pentane-1-carboxamide